C(CCCCCCCCCCCCCCCCC)OC(O)=O.C(CC)(=O)OC1=CC(=C(C(=C1)C(C)(C)C)O)C(C)(C)C (3,5-di-tert-butyl-4-hydroxyphenyl) propionate n-octadecyl-carbonate